(2S,4R)-1-[(2S)-2-(4-cyclopropyltriazol-1-yl)-3,3-dimethyl-butanoyl]-N-[2-[4-(3-ethyl-1,2,4-oxadiazol-5-yl)phenyl]ethyl]-4-hydroxy-pyrrolidine-2-carboxamide C1(CC1)C=1N=NN(C1)[C@H](C(=O)N1[C@@H](C[C@H](C1)O)C(=O)NCCC1=CC=C(C=C1)C1=NC(=NO1)CC)C(C)(C)C